CC=1C=CC=C2CCCC3(CCC4=C(N=C(NC4=O)SC)O3)C12 8-methyl-2'-(methylthio)-3,4,5',6'-tetrahydro-2H-spiro[naphthalene-1,7'-pyrano[2,3-d]pyrimidin]-4'(3'H)-one